8-((2s,5r)-4-(4-bromoisoquinolin-1-yl)-2,5-dimethylpiperazin-1-yl)-5-methyl-6-oxo-5,6-dihydro-1,5-naphthyridine-2-carbonitrile BrC1=CN=C(C2=CC=CC=C12)N1C[C@@H](N(C[C@H]1C)C1=CC(N(C=2C=CC(=NC12)C#N)C)=O)C